C1=C(C=C(C=C1Br)Br)[N+](=O)[O-] 3,5-dibromonitrobenzene